C1(CCCCC1)NC(=O)NC1=C(C=CC=C1)C(F)(F)F 1-cyclohexyl-3-(trifluoromethylphenyl)urea